COC(C)N methoxy-ethanamine